2-(4-(3-amino-6-(5-fluoro-2-hydroxyphenyl)pyridazin-4-yl)phenoxy)acetic acid NC=1N=NC(=CC1C1=CC=C(OCC(=O)O)C=C1)C1=C(C=CC(=C1)F)O